N,N-diethyl-2-(methyl-(2-methylpropoxy)phosphoryl)sulfanylethanamine C(C)N(CCSP(=O)(OCC(C)C)C)CC